N-[2-(4-{3-[(propan-2-yl)amino]pyridin-2-yl}piperazine-1-carbonyl)-1H-indol-5-yl]methanesulfonamide CC(C)NC=1C(=NC=CC1)N1CCN(CC1)C(=O)C=1NC2=CC=C(C=C2C1)NS(=O)(=O)C